2-(6-(1,4-Dimethyl-1H-1,2,3-triazol-5-yl)-4-((4-methylpyridin-3-yl)(tetrahydro-2H-pyran-4-yl)methyl)-1-methyl-1,4-dihydropyrazolo[3',4':4,5]pyrrolo[3,2-b]pyridin-3-yl)propan-2-ol CN1N=NC(=C1C=1C=C2C(=NC1)C1=C(N2C(C2CCOCC2)C=2C=NC=CC2C)C(=NN1C)C(C)(C)O)C